O(O)O.[Zr].[Si] silicon-zirconium oxyhydroxide